4-(7-fluoroimidazo[1,2-a]pyridin-3-yl)-7-((5-((4aR,7aS)-hexahydropyrrolo[3,4-b][1,4]oxazin-4(4aH)-yl)pyridin-2-yl)amino)isoindolin-1-one FC1=CC=2N(C=C1)C(=CN2)C2=C1CNC(C1=C(C=C2)NC2=NC=C(C=C2)N2[C@H]1[C@@H](OCC2)CNC1)=O